CC1(COC2(C1)CCC(CC2)C=2C(=NN1C2CC(CC1)(F)F)CN(CCN)C)C N1-((3-((5r,8r)-3,3-dimethyl-1-oxaspiro[4.5]decan-8-yl)-5,5-difluoro-4,5,6,7-tetra-hydropyrazolo[1,5-a]pyridin-2-yl)methyl)-N1-methyl-ethane-1,2-diamine